[O-]S(=O)(=O)C(F)(F)F.C(C)[NH+](C)CC Diethyl-methyl-ammonium triflate